NCCOCCNC(=O)C1=C(C=C(C=C1)NC(=O)C=1N(C(=CN1)C1=C(C(=C(C=C1)OCC#N)F)Cl)C)CC N-[4-[2-(2-Aminoethoxy)ethylcarbamoyl]-3-ethylphenyl]-5-[2-chloro-4-(cyanomethoxy)-3-fluorophenyl]-1-methylimidazol-2-carboxamid